(4-(9H-carbazol-9-yl)phenyl)-4'-(9H-carbazol-9-yl)-N-phenyl-[1,1'-biphenyl]-4-amine C1=CC=CC=2C3=CC=CC=C3N(C12)C1=CC=C(C=C1)C1=C(C=CC(=C1)NC1=CC=CC=C1)C1=CC=C(C=C1)N1C2=CC=CC=C2C=2C=CC=CC12